tert-butyl 3-((6-((tert-butoxycarbonyl)(4,4-difluorocyclohexyl)amino)-2-(methylsulfonyl)pyrimidin-4-yl)oxy)azetidine-1-carboxylate C(C)(C)(C)OC(=O)N(C1=CC(=NC(=N1)S(=O)(=O)C)OC1CN(C1)C(=O)OC(C)(C)C)C1CCC(CC1)(F)F